(2-Acetyl-2-azaspiro[3.3]hept-6-yl)carbamate C(C)(=O)N1CC2(C1)CC(C2)NC([O-])=O